tertButyl (1-((3-(piperidin-4-yloxy)phenyl)sulfonyl)piperidin-4-yl)carbamate N1CCC(CC1)OC=1C=C(C=CC1)S(=O)(=O)N1CCC(CC1)NC(OC(C)(C)C)=O